ClC1=C2C=C(N(C2=C(C=C1)F)C(=O)OC(C)(C)C)CCl tert-Butyl 4-chloro-2-(chloromethyl)-7-fluoro-1H-indole-1-carboxylate